2-(allyloxy)-benzaldehyde C(C=C)OC1=C(C=O)C=CC=C1